NC=1C(N(C(N(C1N)CCCC)=O)CCCC)=O 5,6-diamino-1,3-dibutyluracil